tert-butyl 4-(4-((2-bromo-4-(ethylsulfonyl)benzyl)oxy)phenyl)-1H-imidazole-1-carboxylate BrC1=C(COC2=CC=C(C=C2)C=2N=CN(C2)C(=O)OC(C)(C)C)C=CC(=C1)S(=O)(=O)CC